C(#N)C1=CN=C2N1C(=CC(=C2)C=2N=NN(C2C)C2CCN(CC2)C(=O)OC(C)(C)C)OC2C(CC=1C2=NC=CC1)(C)C tert-Butyl 4-[4-[3-cyano-5-[(6,6-dimethyl-5,7-dihydrocyclopenta[b]pyridin-7-yl) oxy]imidazo[1,2-a]pyridin-7-yl]-5-methyl-triazol-1-yl]piperidine-1-carboxylate